C(CCCCCCC)P(O)=O octylphosphinic acid